N-{[2-({6,6-difluoro-2-azaspiro[3.3]heptan-2-yl}methyl)-1H-indol-6-yl]methyl}-4-oxo-4H-pyrido[1,2-a]pyrimidine-2-carboxamide FC1(CC2(CN(C2)CC=2NC3=CC(=CC=C3C2)CNC(=O)C=2N=C3N(C(C2)=O)C=CC=C3)C1)F